Methyl 2-(4-((S)-2-((((9H-fluoren-9-yl)methoxy)carbonyl)amino)-6-((diphenyl(p-tolyl)methyl)amino)hexanamido)phenyl)-2-hydroxyacetate C1=CC=CC=2C3=CC=CC=C3C(C12)COC(=O)N[C@H](C(=O)NC1=CC=C(C=C1)C(C(=O)OC)O)CCCCNC(C1=CC=C(C=C1)C)(C1=CC=CC=C1)C1=CC=CC=C1